C(C)OC(C(=C(C1=CC=CC=C1)C1=CC=CC=C1)C#N)=O ethyl-2-cyano-3,3-diphenylacrylate